NC1(CCN(CC1)C(=O)OC(C)(C)C)CC tert-butyl 4-amino-4-ethyl-piperidine-1-carboxylate